(1R,5R)-N-(4-(1-(2,2-difluoroethyl)-3-phenyl-1H-pyrazol-4-yl)-7-methoxyquinazolin-6-yl)-3-oxabicyclo[3.1.0]hexane-1-carboxamide FC(CN1N=C(C(=C1)C1=NC=NC2=CC(=C(C=C12)NC(=O)[C@]12COC[C@@H]2C1)OC)C1=CC=CC=C1)F